N-(3-aminopropyl)-8-(1-methyl-6-(trifluoromethyl)-1H-benzo[d]imidazol-5-yl)indolizine-3-carboxamide hydrochloride Cl.NCCCNC(=O)C1=CC=C2C(=CC=CN12)C1=CC2=C(N(C=N2)C)C=C1C(F)(F)F